2-[[[4-Cyano-2,2-dideuterio-7-[4-(trifluoromethoxy)phenyl]-3H-benzofuran-5-yl]amino]methyl]-N-tetrahydropyran-2-yloxy-prop-2-enamide C(#N)C1=C(C=C(C2=C1CC(O2)([2H])[2H])C2=CC=C(C=C2)OC(F)(F)F)NCC(C(=O)NOC2OCCCC2)=C